(S)-1'-(6-amino-5-((2,3-dichloro-phenyl)thio)pyrazin-2-yl)-1,3-dihydrospiro[indene-2,4'-piperidin]-1-amine NC1=C(N=CC(=N1)N1CCC2(CC1)[C@@H](C1=CC=CC=C1C2)N)SC2=C(C(=CC=C2)Cl)Cl